(2-aminoethyl)thiomorpholine-1,1-dioxide NCCN1CCS(CC1)(=O)=O